4-fluoro-2-iodo-5-(6-methoxypyridazin-4-yl)phenol FC1=CC(=C(C=C1C1=CN=NC(=C1)OC)O)I